BrC1=CC(=C(C(=O)OC)C=C1)C1CC1 methyl 4-bromo-2-cyclopropylbenzoate